4-(3-Chloro-6-(difluoromethyl)-2-fluorophenyl)-6-((4-methoxybenzyl)oxy)-2-(methylsulfonyl)pyrimidine ClC=1C(=C(C(=CC1)C(F)F)C1=NC(=NC(=C1)OCC1=CC=C(C=C1)OC)S(=O)(=O)C)F